ferrocenethiol [C-]1(C=CC=C1)S.[CH-]1C=CC=C1.[Fe+2]